7-(diethylamino)coumarin-3-formic acid C(C)N(C1=CC=C2C=C(C(OC2=C1)=O)C(=O)O)CC